C(C=C)S(=O)(=O)N1C=NC=C1 1-(prop-2-ene-1-sulfonyl)-1H-imidazole